2-(4-bromo-5-fluoro-2-propionylphenoxy)-3-fluoropropyl acetate C(C)(=O)OCC(CF)OC1=C(C=C(C(=C1)F)Br)C(CC)=O